2-bromo-6-[(4-cyclopropylphenyl)methoxy]pyridine BrC1=NC(=CC=C1)OCC1=CC=C(C=C1)C1CC1